propanoic acid magnesium salt [Mg+2].C(CC)(=O)[O-].C(CC)(=O)[O-]